C(CCC(=O)O)(=O)O.C(CCC(=O)O)(=O)O.ClC=1C=CC(=C(CCN2C[C@H](CCC2)N)C1)OCC (S)-1-(5-chloro-2-ethoxyphenethyl)piperidin-3-amine disuccinate